2-Chloro-4-(8-(4-(9-(4-(4-(2,4-dioxotetrahydro-pyrimidin-1(2H)-yl)-phenyl)piperazin-1-yl)-3-azaspiro[5.5]undecane-3-carbonyl)phenyl)-3-methyl-2,8-diazaspiro[4.5]decan-2-yl)benzonitrile ClC1=C(C#N)C=CC(=C1)N1CC2(CC1C)CCN(CC2)C2=CC=C(C=C2)C(=O)N2CCC1(CC2)CCC(CC1)N1CCN(CC1)C1=CC=C(C=C1)N1C(NC(CC1)=O)=O